ClC=1C(=NC(=NC1)NC=1C=C2CCN(CC2=CC1)C(C(F)(F)F)=O)NC=1C=C2C(OC(C2=CC1)=O)(C)C 5-((5-chloro-2-((2-(2,2,2-trifluoroacetyl)-1,2,3,4-tetrahydroisoquinolin-6-yl)amino)pyrimidin-4-yl)amino)-3,3-dimethylisobenzofuran-1(3H)-one